[N+](=O)([O-])C=1C=C(C=CC1)NC(CSC1=NN2C=NC(=CC2=N1)C(F)(F)F)=O N-(3-nitrophenyl)-2-((7-(trifluoromethyl)-[1,2,4]triazolo[1,5-c]pyrimidin-2-yl)thio)acetamide